OC[C@H](C1=CC=CC=C1)NC1=CC(=NC=C1C1=NC=NO1)NC=1C=C2C(NC(C2=CC1)=O)C 5-((4-(((S)-2-hydroxy-1-phenylethyl)amino)-5-(1,2,4-oxadiazol-5-yl)pyridin-2-yl)amino)-3-methylisoindolin-1-one